C1(CC1)N1N=C(C=C1C(=O)O)C1=C(C(=CC=C1)OCC1=CC=C(C=C1)OC)C1OCCO1 2-cyclopropyl-5-[2-(1,3-dioxolan-2-yl)-3-[(4-methoxyphenyl)methoxy]phenyl]pyrazole-3-carboxylic acid